C1(CCCCC1)SC1=C2C(=CC(=NC2=C(C=C1)CC)C=1SC2=C(C1C)C=CC=C2)C(=O)O 5-(cyclohexylsulfanyl)-8-ethyl-2-(3-methyl-1-benzothien-2-yl)quinoline-4-carboxylic acid